Allyl (benzyl 3-O-benzyl-2-deoxy-2-trichloroacetamido-α-L-altropyranosyluronate)-(1→3)-4-azido-2-trichloroacetamido-2,4,6-trideoxy-β-D-galactopyranoside C(C1=CC=CC=C1)[C@@]1([C@@H]([C@@H](OCC2=CC=CC=C2)[C@@H](O)[C@@H](O1)C(=O)[O-])NC(C(Cl)(Cl)Cl)=O)O[C@@H]1[C@H]([C@H](OCC=C)O[C@@H]([C@@H]1N=[N+]=[N-])C)NC(C(Cl)(Cl)Cl)=O